2-cyclopropyl-3-fluoro-5-nitro-pyridin-4-amine C1(CC1)C1=NC=C(C(=C1F)N)[N+](=O)[O-]